ClC=1C=C2C=NN(C2=CC1N1C[C@H]2CC[C@@H](C1)C2(O)C=2C=NC=CC2)C=2C=NN(C2)C2CC2 (1R,5S)-3-[5-chloro-1-(1-cyclopropylpyrazol-4-yl)indazol-6-yl]-8-(3-pyridyl)-3-azabicyclo[3.2.1]octan-8-ol